pyridinopyridazine N1=NC=CC2=C1C=CC=N2